(5,6-difluoro-1-methyl-1H-indazol-3-yl)((S)-5-methyl-3-((R)-1,1,1-trifluoro-2-hydroxypropan-2-yl)-5,6-dihydroimidazo[1,5-a]pyrazin-7(8H)-yl)methanone FC=1C=C2C(=NN(C2=CC1F)C)C(=O)N1CC=2N([C@H](C1)C)C(=NC2)[C@@](C(F)(F)F)(C)O